mesaconyl-coenzyme A C(\C(\C)=C\C(=O)O)(=O)SCCNC(CCNC([C@@H](C(COP(OP(OC[C@@H]1[C@H]([C@H]([C@@H](O1)N1C=NC=2C(N)=NC=NC12)O)OP(=O)(O)O)(=O)O)(=O)O)(C)C)O)=O)=O